4-[(4,6-dichloro-1,3,5-triazacyclohexan-2-yl)amino]-N-(2-methylpropan-2-yl)benzamide ClC1NC(NC(N1)Cl)NC1=CC=C(C(=O)NC(C)(C)C)C=C1